(R)-1-methyl-3-phenylpropylamine C[C@H](CCC1=CC=CC=C1)N